2-(2-ethylphenyl)-3-methylimidazo[1,2-a]pyridine-7-carboxylic acid ethyl ester C(C)OC(=O)C1=CC=2N(C=C1)C(=C(N2)C2=C(C=CC=C2)CC)C